(R)-1-tert-butyl 2-methyl 4-(((trifluoromethyl) sulfonyl) oxy)-1H-pyrrole-1,2(2H,5H)-dicarboxylate FC(S(=O)(=O)OC1=C[C@@H](N(C1)C(=O)OC(C)(C)C)C(=O)OC)(F)F